5-[7-[[5-[3-(1-hydroxy-1-methyl-ethyl)azetidine-1-carbonyl]-2-pyridinyl]amino]-3-methyl-imidazo[4,5-b]pyridin-5-yl]oxy-4-methyl-pyridine-2-carbonitrile OC(C)(C)C1CN(C1)C(=O)C=1C=CC(=NC1)NC1=C2C(=NC(=C1)OC=1C(=CC(=NC1)C#N)C)N(C=N2)C